FC=1C(=NC(=NC1C)N1CCC(CC1)(C(=O)N1CCOC2=C(C1)C=NC=C2C#N)OC)OC 4-[1-(5-fluoro-4-methoxy-6-methyl-pyrimidin-2-yl)-4-methoxy-piperidine-4-carbonyl]-3,5-dihydro-2H-pyrido[3,4-f][1,4]oxazepine-9-carbonitrile